C(C1=CC=CC=C1)N1N=C(C=C1C1=CC=C(C=C1)OC)C(=O)N[C@H](C(=O)NC)CC1=CC(=CC=C1)Br (S)-1-benzyl-N-(3-(3-bromophenyl)-1-(methylamino)-1-oxopropan-2-yl)-5-(4-methoxyphenyl)-1H-pyrazole-3-carboxamide